butanediol syringate C(C1=CC(OC)=C(O)C(OC)=C1)(=O)OC(CCC)O